CC(C)(C)S(=O)N[C@@H]1C2=CC=CC=C2N(C12CCNCC2)C 2-methyl-N-((R)-1-methylspiro[indoline-2,4'-piperidine]-3-yl)propane-2-sulfinamide